BrC1=CC=C(C=C1)C1CCN(CC1)C1=C(C(=C(C=C1)CC(=O)OCC)Cl)F ethyl 2-(4-(4-(4-bromophenyl)piperidin-1-yl)-2-chloro-3-fluorophenyl)acetate